2-fluoro-5-((6-(4-(methylsulfonyl)phenyl)pyridin-2-yl)oxy)phenol FC1=C(C=C(C=C1)OC1=NC(=CC=C1)C1=CC=C(C=C1)S(=O)(=O)C)O